C(C(O)C1=CC=CC=C1)(=O)O.C1(CCCCC1)NC(=O)C1=CC=2NC3=C(C=CC=C3C2CC=C1)N(CCCC)CCCC N-(cyclohexyl)-4-(dibutyl)amino-10H-cyclohepta[7,6-b]indole-7-carboxamide mandelate